7-METHYL-2-NAPHTHALDEHYDE CC1=CC=C2C=CC(=CC2=C1)C=O